3-(7-fluoro-5-((4-(4-(1-(4-hydroxyphenyl)-2-phenylbut-1-en-1-yl)phenyl)piperazin-1-yl)methyl)-1-oxoisoindolin-2-yl)piperidine-2,6-dione FC=1C=C(C=C2CN(C(C12)=O)C1C(NC(CC1)=O)=O)CN1CCN(CC1)C1=CC=C(C=C1)C(=C(CC)C1=CC=CC=C1)C1=CC=C(C=C1)O